Cl.ClC1=CC=C(C=C1)C(C(F)(F)F)(N)[2H] 1-(4-chlorophenyl)-2,2,2-trifluoroethan-1-d-1-amine hydrochloride